4-methyl-4-piperidinylacetamide CC1(CCNCC1)CC(=O)N